ClC=1C=C(OC2=CC=CC=3C=C(OC32)C(=O)N)C=CC1C=O 7-(3-chloro-4-formylphenoxy)benzofuran-2-carboxamide